3-fluoro-5-(triazol-2-yl)pyridine rac-2-(trimethylsilyl)ethyl-(4aR,8aR)-octahydro-1,7-naphthyridine-7(1H)-carboxylate hydrochloride Cl.C[Si](CCOC(=O)N1CC[C@H]2CCCN[C@H]2C1)(C)C.FC=1C=NC=C(C1)N1N=CC=N1 |r|